CC(C)CCCCCCCCCCCC=CC(=O)O isoheptadecenoic acid